N1N=CN=C1C1CN(CCC1)C=1C2=C(N=C(N1)OC[C@]13CCCN3C[C@@H](C1)F)C(=C(N=C2)C2=CC(=CC1=CC=C(C(=C21)CC)F)O)F 4-(4-(3-(1H-1,2,4-triazol-5-yl)piperidin-1-yl)-8-fluoro-2-(((2R,7aS)-2-fluorohexahydro-1H-pyrrolizin-7a-yl)methoxy)pyrido[4,3-d]pyrimidin-7-yl)-5-ethyl-6-fluoronaphthalen-2-ol